spirobiindanone C1CC2(C(=O)CC3=CC=CC=C32)C4=CC=CC=C41